N-(4-((2-(1,1-difluoroethyl)-6-methylpyrimidin-4-yl)amino)-5-(4-(2-methoxyethyl)-1H-pyrazol-1-yl)pyridin-2-yl)acetamide FC(C)(F)C1=NC(=CC(=N1)NC1=CC(=NC=C1N1N=CC(=C1)CCOC)NC(C)=O)C